NCCN1C(C2=CC(=CC=C2C2(CCNCC2)C1=O)Br)[C@@H]1CC[C@@H](CC1)C(C)C 2-(2-aminoethyl)-7-bromo-1-(cis-4-isopropylcyclohexyl)-1,2-dihydro-3H-spiro[isoquinoline-4,4-piperidin]-3-one